NC=1C(=CC(=CC1)Cl)F 5-amino-2-chloro-4-fluorobenzene